NC(C(=O)O)CC(=O)C1=C(C=CC=C1Cl)N 2-amino-4-(2-amino-6-chlorophenyl)-4-oxobutanoic acid